methylene-(1-methyl-2-nitro-imidazole) C=CN1C(=NC=C1)[N+](=O)[O-]